2-(1H-imidazol-1-yl)-4-methyl-5-nitropyridine N1(C=NC=C1)C1=NC=C(C(=C1)C)[N+](=O)[O-]